N-methyl-2-(1-phenyl-1H-pyrazol-4-yl)-N-[(3S)-pyrrolidin-3-yl]-1H-imidazole-4-carboxamide CN(C(=O)C=1N=C(NC1)C=1C=NN(C1)C1=CC=CC=C1)[C@@H]1CNCC1